C1(=CC=C(C=C1)COC1=CC(=NC2=CC=CC=C12)C(=O)O)C1=CC=CC=C1 4-([1,1'-biphenyl]-4-ylmethoxy)quinoline-2-carboxylic acid